(4-(3-isopropyl-2-(8-methoxy-[1,2,4]triazolo[1,5-a]pyridin-6-yl)-1H-indol-5-yl)piperidin-1-yl)-2-((3-methyloxetan-3-yl)amino)ethan-1-one C(C)(C)C1=C(NC2=CC=C(C=C12)C1CCN(CC1)C(CNC1(COC1)C)=O)C=1C=C(C=2N(C1)N=CN2)OC